COC1=CC(=C(C(=O)OC)C=C1OCCCN(C(C#C)=O)C(CC1=CC(=C(C(=C1)OC)OC)OC)=O)NC(C#C)=O methyl 4-methoxy-2-propiolamido-5-(3-(N-(2-(3,4,5-trimethoxyphenyl)acetyl) propiolamido)propoxy)benzoate